S1(CC=CC2=NC=CC=C21)=O thiopyrano[3,2-b]pyridine 1-oxide